3-(5-(difluoromethyl)-1,3,4-thiadiazol-2-yl)-7-fluoro-8-(4-isobutyrylpiperazin-1-yl)-N-(3-methyloxetan-3-yl)imidazo[1,5-a]pyridine-6-sulfonamide-1-d FC(C1=NN=C(S1)C1=NC(=C2N1C=C(C(=C2N2CCN(CC2)C(C(C)C)=O)F)S(=O)(=O)NC2(COC2)C)[2H])F